C[Si](O[Si](CC=C)(C)C)(CC=C)C tetramethyl-1,3-diallyldisiloxane